[S-2].[Zn+2] zinc sulphide